6'-chloro-1'-(5,5-dimethyl-2-oxa-5-silahex-1-yl)-2,2',4,5-tetrahydro-1'H-spiro[furan-3,3'-pyrrolo[2,3-b]pyridine]-2'-one ClC1=CC=C2C(=N1)N(C(C21COCC1)=O)COCC[Si](C)(C)C